1-[5-chloro-2-(2-hydroxyethyl)phenyl]-3-(3-fluoro-5-methoxyphenyl)urea ClC=1C=CC(=C(C1)NC(=O)NC1=CC(=CC(=C1)OC)F)CCO